C(CCCCCCCC=CCCCCCCCC)(=O)O.OCC(O)CO glycerin (9-octadecenoate)